ClC=1C=C(C=CC1)C1=CN=C(S1)N1C([C@@H]2N(CCNC2)CC1)=O (R)-8-(5-(3-Chlorophenyl)thiazol-2-yl)-9-oxooctahydro-2H-pyrazino[1,2-a]pyrazin